3,5-bis(4-fluorobenzoyl)phenyl-(4-fluorophenyl)-methanone FC1=CC=C(C(=O)C=2C=C(C=C(C2)C(C2=CC=C(C=C2)F)=O)C(=O)C2=CC=C(C=C2)F)C=C1